FC=1C=C2C(=NNC2=CC1OCCOC)C1=CC(=NO1)C1=CC=C(C=C1)[SH2](=O)C=N (4-{5-[5-Fluoro-6-(2-methoxyethoxy)-1H-indazol-3-yl]-1,2-oxazol-3-yl}phenyl)(imino)methyl-lambda6-sulfanon